C(C)(C)(C)OC(NCC#CC(=O)NC1CC(C1)N[C@@H]1C[C@@H](N(C2=CC=CC=C12)C(CC)=O)C)=O |o1:18,20| tert-butyl(4-(((1R,3r)-3-(((2S*,4R*)-2-methyl-1-propionyl-1,2,3,4-tetrahydroquinolin-4-yl)amino)cyclobutyl)amino)-4-oxobut-2-yn-1-yl)carbamate